COCCN1N=CC(=C1)C1=CN2C(S1)=C(C=N2)C(=O)NC=2C(=NC=C(C2)NC(C[C@H]2CNCC2)=O)C (S)-2-(1-(2-methoxyethyl)-1H-pyrazol-4-yl)-N-(2-methyl-5-(2-(pyrrolidin-3-yl)acetamido)pyridin-3-yl)pyrazolo[5,1-b]thiazole-7-carboxamide